N1(N=NC2=C1C=CC=C2)OC(=O)N(N2C(C1=CC=CC=C1C2=O)=O)CC2=CN(C1=CC=CC=C21)C(=O)O 3-{[(Benzotriazol-1-yloxycarbonyl)-(1,3-dioxo-1,3-dihydro-isoindol-2-yl)-amino]-methyl}-indole-1-carboxylic acid